6-(3-(2-Hydroxypropan-2-yl)azetidin-1-yl)-4-(6-(6-((6-(methoxy-d3)pyridin-3-yl)methaneyl)-3,6-diazabicyclo[3.1.1]heptan-3-yl)pyridin-3-yl)pyrazolo[1,5-a]pyridine-3-carbonitrile OC(C)(C)C1CN(C1)C=1C=C(C=2N(C1)N=CC2C#N)C=2C=NC(=CC2)N2CC1N(C(C2)C1)CC=1C=NC(=CC1)OC([2H])([2H])[2H]